ClC1=C(C=CC(=C1)C)NP(OCC)(=O)CC=1N=C2N(C=CC(=C2)C2=NOC(=N2)C(F)(F)F)C1 ethyl N-(2-chloro-4-methylphenyl)-P-((7-(5-(trifluoromethyl)-1,2,4-oxadiazol-3-yl)imidazo[1,2-a]pyridin-2-yl)methyl)phosphonamidate